C(OC1=C(C2=CC=CC=C2C=C1)C1=C(C=CC2=CC=CC=C12)OCCO)OC1=C(C2=CC=CC=C2C=C1)C1=C(C=CC2=CC=CC=C12)OCCO 2,2'-[methylenebis(oxy[1,1'-binaphthalene]-2',2-diyloxy)]di(ethan-1-ol)